[Cl-].[O-2].[Lu+3] lutetium oxide chloride